N-(3-((1s,3S)-3-(cyanomethyl)-1-(4-methyl-4H-1,2,4-triazol-3-yl)cyclobutyl)phenyl)-6-(((R)-2-methylmorpholino)methyl)imidazo[1,2-a]pyridine-8-carboxamide C(#N)CC1CC(C1)(C1=NN=CN1C)C=1C=C(C=CC1)NC(=O)C=1C=2N(C=C(C1)CN1C[C@H](OCC1)C)C=CN2